C1(=CC=CC=C1)OC1=CC=C(C(=O)O)C=C1 4-phenyloxybenzoic acid